8-[(2s,5r)-4-[(4-fluorophenyl)(1,3-oxazol-2-yl)methyl]-2,5-dimethylpiperazin-1-yl]-5-methyl-6-oxo-5,6-dihydro-1,5-naphthyridine-2-carbonitrile FC1=CC=C(C=C1)C(N1C[C@@H](N(C[C@H]1C)C1=CC(N(C=2C=CC(=NC12)C#N)C)=O)C)C=1OC=CN1